2,4'-dichlorobenzophenone ClC1=C(C(=O)C2=CC=C(C=C2)Cl)C=CC=C1